6-Chloro-4-((5-chloro-4-cyclopropyl-2-(N-methylmethanesulfonamido)phenyl)amino)-N-ethoxynicotinamide ClC1=NC=C(C(=O)NOCC)C(=C1)NC1=C(C=C(C(=C1)Cl)C1CC1)N(S(=O)(=O)C)C